FC1(OC(C(C(C1(F)F)(F)F)(F)F)(F)F)C(=O)N 2,3,3,4,4,5,5,6,6-nonafluorotetrahydro-2H-pyran-2-carboxamide